CC1=NC(=CN=C1)SC 2-methyl-6-(methylthio)-pyrazine